Ethyl 7-bromo-5-fluoroquinazoline-2-carboxylate BrC1=CC(=C2C=NC(=NC2=C1)C(=O)OCC)F